C(CCC=CC)(=O)OC1=C(C=CC=C1)C1=C2C=CC(C(=C3C=CC(=C(C=4C=CC(=C(C5=CC=C1N5)C5=C(C=CC=C5)OC(CCC=CC)=O)N4)C4=C(C=CC=C4)OC(CCC=CC)=O)N3)C3=C(C=CC=C3)OC(CCC=CC)=O)=N2 tetrakis[(4-hexenoyloxy)phenyl]porphyrin